tricyclo[6.2.1.02,7]undeca-9-ene C12C3CCCCC3C(C=C1)C2